N[C@H](C(=O)O)CCC=1C=NC=CC1 (S)-2-amino-4-(pyridine-3-yl)-butanoic acid